C1(=CC=CC=C1)C1=NOC(=C1)CC=1OC=C(N1)C(=O)OCC ethyl 2-((3-phenylisoxazol-5-yl)methyl)oxazole-4-carboxylate